Gold-Indium [In].[Au]